N1=CN=C2N(C=NC2=C1)C(=N)C=1C=C(C=CC1)C Purin-9-yl-1-(m-tolyl)methanimine